3-hydroxy-N-(4-hydroxyphenyl)-2-methyl-N-phenylpropionamide OCC(C(=O)N(C1=CC=CC=C1)C1=CC=C(C=C1)O)C